4-amino-N-(4-aminophenyl)-benzamide NC1=CC=C(C(=O)NC2=CC=C(C=C2)N)C=C1